ClC1=CC=C(C=C1)NC1=NNC(=N1)N N3-(4-chlorophenyl)-1H-1,2,4-triazole-3,5-diamine